2-amino-N-((5-bromo-2-pyridinyl)methyl)-N-((1R)-1-(3-fluoro-2-pyridinyl)ethyl)-3-methyl-6-quinolinecarboxamide NC1=NC2=CC=C(C=C2C=C1C)C(=O)N([C@H](C)C1=NC=CC=C1F)CC1=NC=C(C=C1)Br